[Zn].NC1=CC=C(C=C1)C=1C2=CC=C(N2)C(=C2C=CC(C(=C3C=CC(=C(C=4C=CC1N4)C4=CC=C(C=C4)N)N3)C3=CC=C(C=C3)N)=N2)C2=CC=C(C=C2)N 5,10,15,20-tetra(4-Aminophenyl)-porphyrin zinc